N-((4-Fluorophenyl)(1H-indol-1-yl)((2,4,4-trimethylpentan-2-yl)imino)-λ6-sulfaneylidene)-4-nitrobenzenesulfonamide FC1=CC=C(C=C1)S(=NS(=O)(=O)C1=CC=C(C=C1)[N+](=O)[O-])(=NC(C)(CC(C)(C)C)C)N1C=CC2=CC=CC=C12